3'-O-((2-cyanoethoxy)(diisopropylamino)phosphino)adenosine C(#N)CCOP(O[C@H]1[C@H]([C@@H](O[C@@H]1CO)N1C=NC=2C(N)=NC=NC12)O)N(C(C)C)C(C)C